2-Oxopropane-1,3-diyl bis(3-cyclohexylpropanoate) C1(CCCCC1)CCC(=O)OCC(COC(CCC1CCCCC1)=O)=O